tert-butyl 4-(6-[8-fluoro-2-methylimidazo[1,2-a]pyridin-6-yl]-1-oxophthalazin-2-yl)piperidine-1-carboxylate FC=1C=2N(C=C(C1)C=1C=C3C=NN(C(C3=CC1)=O)C1CCN(CC1)C(=O)OC(C)(C)C)C=C(N2)C